2-[2-[[7'-[2-[2-(2-methylprop-2-enoyloxy)ethylcarbamoyloxy]ethoxy]-2,2'-dioxo-4,4'-spirobi[chromane]-7-yl]oxy]ethoxycarbonylamino]ethyl 2-methylprop-2-enoate CC(C(=O)OCCNC(=O)OCCOC1=CC=C2C3(CC(OC2=C1)=O)CC(OC1=CC(=CC=C13)OCCOC(NCCOC(C(=C)C)=O)=O)=O)=C